N-(4-Fluorobenzyl)-p-Toluenesulfonamide FC1=CC=C(CNS(=O)(=O)C2=CC=C(C)C=C2)C=C1